2-amino-2-(4-methylphenyl)cyclohexanone NC1(C(CCCC1)=O)C1=CC=C(C=C1)C